3-(Difluoromethyl)-1-methyl-N-(1,1,3-trimethyl-2,3-dihydro-1H-indene-4-yl)-1H-pyrazole-4-carboxamide FC(C1=NN(C=C1C(=O)NC1=C2C(CC(C2=CC=C1)(C)C)C)C)F